(R)-2-(amino-d2)-4-oxo-5-(4-(trifluoromethyl)phenyl-2,3,5,6-d4)-4,5-dihydrofuran-3-yl-5-d (phenyl-d5)methanesulfonate C1(=C(C(=C(C(=C1[2H])[2H])[2H])[2H])[2H])CS(=O)(=O)OC1=C(O[C@](C1=O)([2H])C1=C(C(=C(C(=C1[2H])[2H])C(F)(F)F)[2H])[2H])N([2H])[2H]